BrC=1C=C2N=CC(=NC2=CC1)C=1C(=NN(C1)[C@@H]1C[C@H](C1)CN(C(OC(C)(C)C)=O)C(=O)OC(C)(C)C)C1CC1 tert-butyl N-[[trans-3-[4-(6-bromoquinoxalin-2-yl)-3-cyclopropyl-pyrazol-1-yl] cyclobutyl] methyl]-N-t-butoxycarbonyl-carbamate